4-(2-aminophenyl)-3-[(tert-butoxycarbonyl)amino]butanoic acid NC1=C(C=CC=C1)CC(CC(=O)O)NC(=O)OC(C)(C)C